C(O)P(CO)(CO)=O Trimethylolphosphine oxide